(methyl-d3)pyridazine-3-carboxamide C([2H])([2H])([2H])C1=C(N=NC=C1)C(=O)N